2-(furan-3-yl)-6-methyl-N-(3-(3'-nitro-[1,1'-biphenyl]-4-yl)propyl)thieno[2,3-d]pyrimidin-4-amine O1C=C(C=C1)C=1N=C(C2=C(N1)SC(=C2)C)NCCCC2=CC=C(C=C2)C2=CC(=CC=C2)[N+](=O)[O-]